methyl (E)-3-(5-cyanothiophen-2-yl)acrylate C(#N)C1=CC=C(S1)/C=C/C(=O)OC